(5R)-3-[[5-[3-(Difluoromethyl)-4-fluoro-phenyl]-2-methyl-3-pyridyl]methyl]-5-methyl-oxazolidin-2-one FC(C=1C=C(C=CC1F)C=1C=C(C(=NC1)C)CN1C(O[C@@H](C1)C)=O)F